C(C)(C)(C)OC(=O)NC1(CC1)C1=NOC(=C1)C(=O)OC methyl 3-(1-[(tert-butoxy)carbonyl]aminocyclopropyl)-1,2-oxazole-5-carboxylate